ClC=1C=CC(=C(C1)N1CON(CO1)C(C(=O)O)CC1=CC=C(C=C1)F)N1N=NC(=C1)Cl 2-(4-(5-chloro-2-(4-chloro-1H-1,2,3-triazol-1-yl)phenyl)-2,5-dioxapiperazin-1-yl)-3-(4-fluorophenyl)propionic acid